racemic-2-[(1H-benzimidazol-2-yl)(1-methylpiperidin-4-yloxy)methyl]-6-fluorophenol N1C(=NC2=C1C=CC=C2)[C@@H](C2=C(C(=CC=C2)F)O)OC2CCN(CC2)C |r|